ClC1=CC(=C(N=N1)OC1=C(C=CC=C1C)C1CC1)O 6-chloro-3-(2-cyclopropyl-6-methyl-phenoxy)-pyridazin-4-ol